N,N-diphenylbenzene-1,2-diamine C1(=CC=CC=C1)N(C=1C(=CC=CC1)N)C1=CC=CC=C1